FC(CNC=1N=CC2=C(N(C(C=3C=C(C=CC23)CN2CCN(CC2)C)=O)[C@@H]2CC[C@H](CC2)O)N1)(CC)F trans-3-((2,2-Difluorobutyl)amino)-5-(4-hydroxycyclohexyl)-8-((4-methylpiperazin-1-yl)methyl)pyrimido[4,5-c]isoquinolin-6(5H)-one